2-(3-azidopropyl)-1-bromo-4-chlorobenzene N(=[N+]=[N-])CCCC1=C(C=CC(=C1)Cl)Br